N-hydroxybenzamidine ONC(C1=CC=CC=C1)=N